3-(4-isopropoxy-2-methyl-phenyl)sulfonyl-8-methoxy-4H-triazolo[1,5-a]quinazolin-5-one C(C)(C)OC1=CC(=C(C=C1)S(=O)(=O)C=1N=NN2C1NC(C1=CC=C(C=C21)OC)=O)C